(3-fluorophenyl)-1,3,5-triazine-2-amine FC=1C=C(C=CC1)C1=NC(=NC=N1)N